1-ethyl-6-methoxy-3-[2-(methylsulfanyl)ethyl]-1H-1,3-benzodiazol-3-ium iodide [I-].C(C)N1C=[N+](C2=C1C=C(C=C2)OC)CCSC